BrC1=CC=C(C(=O)NCC=2C(NC(=CC2C)C)=O)C=C1 4-bromo-N-((4,6-dimethyl-2-oxo-1,2-dihydropyridin-3-yl)methyl)benzamide